F[P-](F)(F)(F)(F)F.CC[NH3+] methylmethan-aminium hexafluorophosphate